ClC1=C(C(=CC=C1)F)NC(COC)=O N-(2-chloro-6-fluorophenyl)-2-methoxyacetamide